(Z)-3-benzylidene-5-iodo-2-(methyl-[2-pyridyl]amino)isoindolin-1-one C(/C1=CC=CC=C1)=C\1/N(C(C2=CC=C(C=C12)I)=O)N(C1=NC=CC=C1)C